ClCC1(CC(=NO1)S(=O)(=O)CC1=C(C(=C(C(=C1F)F)COC)F)F)C 5-(chloromethyl)-5-methyl-3-((2,3,5,6-tetrafluoro-4-(methoxymethyl)benzyl)sulfonyl)-4,5-dihydroisoxazole